sodium 2-(1-(2-chlorophenyl)-1-(2-methylpyrimidin-5-yl) propan-2-yl)-5-methoxy-1-methyl-6-oxo-1,6-dihydropyrimidine-4-carboxylate ClC1=C(C=CC=C1)C(C(C)C=1N(C(C(=C(N1)C(=O)[O-])OC)=O)C)C=1C=NC(=NC1)C.[Na+]